5-((2-azaspiro[3.3]heptan-6-yl)methoxy)-2-((3,4-dihydroisoquinolin-2(1H)-yl)methyl)-4H-pyran-4-one bis-trifluoroacetate FC(C(=O)O)(F)F.FC(C(=O)O)(F)F.C1NCC12CC(C2)COC=2C(C=C(OC2)CN2CC1=CC=CC=C1CC2)=O